C(C)(C)(C)OC(=O)C1=C(N=NN1C)CCCCCO 4-(5-hydroxypentyl)-1-methyl-1H-1,2,3-triazole-5-carboxylic acid tert-butyl ester